CN1CCOC2=C1C=CC(=C2)C2=CC(=NC=N2)N[C@@H]2CCCC1=CC=CC=C21 6-(4-methyl-3,4-dihydro-2H-1,4-benzoxazin-7-yl)-N-[(1R)-1,2,3,4-tetrahydronaphthalen-1-yl]pyrimidin-4-amine